BrC1=CC=C(C(=N1)OC(C)C)NC(=O)C=1C(=NOC1C)C1=CC=CC=C1 N-(6-bromo-2-isopropoxy-3-pyridinyl)-5-methyl-3-phenyl-isoxazole-4-carboxamide